methyl 3-{3-[(6-chloropyrimidin-4-yl)carbamoyl]cyclobutyl}-3-azabicyclo[3.1.1]heptane-6-carboxylate ClC1=CC(=NC=N1)NC(=O)C1CC(C1)N1CC2C(C(C1)C2)C(=O)OC